CN1C(N(C2=C1C=C(C=C2)C=C)N2C(CCCC2=O)=O)=O (3-methyl-2-oxo-5-vinyl-2,3-dihydro-1H-benzo[d]imidazol-1-yl)piperidine-2,6-dione